C1=CC=CC=2C3=CC=CC=C3C(C12)(C1=C(C2=CC=CC=C2C=C1)O)C1=C(C2=CC=CC=C2C=C1)O 9-fluorenylidene-dinaphthol